(1-(4-(4-cyano-3-fluorophenyl)-8-fluoro-6-(2-trifluoromethylphenyl)quinazolin-2-yl)piperidin-4-yl)carbamic acid tert-butyl ester C(C)(C)(C)OC(NC1CCN(CC1)C1=NC2=C(C=C(C=C2C(=N1)C1=CC(=C(C=C1)C#N)F)C1=C(C=CC=C1)C(F)(F)F)F)=O